methyl 3-methyl-1-(pyridin-4-yl)indazole-5-carboxylate CC1=NN(C2=CC=C(C=C12)C(=O)OC)C1=CC=NC=C1